O1C(=CC=C1)C(=O)OCOC(C)=O (acetoxymethyl) furan-2-carboxylate